FC=1C=C(C=CC1F)C1CC2(CN(C2)C(=O)C=2C=C3CN(C(C3=CC2)=O)C2C(NC(CC2)=O)=O)C1 3-(5-(6-(3,4-difluorophenyl)-2-azaspiro[3.3]heptane-2-carbonyl)-1-oxoisoindolin-2-yl)piperidine-2,6-dione